S1C=2C(C=C1C(=O)O)=CC=1SC(=CC1C2)C(=O)O benzo[1,2-b:4,5-b']dithiophene-2,6-dicarboxylic acid